NC=1N=NC(=CC1C1=NC=CC(=C1)N1CCN(CC1)C(=O)OC(C)(C)C)Cl tert-butyl 4-[2-(3-amino-6-chloro-pyridazin-4-yl)-4-pyridyl]piperazine-1-carboxylate